C(C1CCC(CC1)C(C(=O)N)=C)C1CCC(CC1)C(C(=O)N)=C 4,4'-methylenebis(cyclohexylacrylamide)